(R)-2-(4-((2-(3-aminopiperidin-1-yl)-1H-benzo[d]imidazol-1-yl)methyl)phenyl)-2-methylpropanenitrile N[C@H]1CN(CCC1)C1=NC2=C(N1CC1=CC=C(C=C1)C(C#N)(C)C)C=CC=C2